4-n-propyldihydrofuran-2(5H)-one C(CC)C1CC(OC1)=O